FC1=C(C(=CC2=C1SC=C2)CCNC(OC(C)(C)C)=O)OC Tert-butyl (2-(7-fluoro-6-methoxybenzo[b]thiophen-5-yl)ethyl)carbamate